pentamethylenediamine 2,6-naphthalenedicarboxylic acid salt C1=C(C=CC2=CC(=CC=C12)C(=O)O)C(=O)O.NCCCCCN